p-tolyl bis(2,5,5'-trimethylhexyl) phosphate P(=O)(OC1=CC=C(C=C1)C)(OCC(CCC(C)(C)C)C)OCC(CCC(C)(C)C)C